CON(C(CCCCCNC(OC(C)(C)C)=O)=O)C Tert-Butyl (6-(methoxy(methyl)amino)-6-oxohexyl)carbamate